(2-benzyl-4-fluoro-2-azabicyclo[2.1.1]Hex-1-yl)methanol C(C1=CC=CC=C1)N1C2(CC(C1)(C2)F)CO